N1CC(C1)S(=O)(=O)NC1=NC=CC=C1 (azetidine-3-sulfonylamino)pyridine